N1C(=NC=C1)CC(C(=O)O)=O β-Imidazolyl-pyruvic acid